tert.-butylperoxyacetate C(C)(C)(C)OOC(C)=O